3-(3-(4-chloro-3-(trifluoromethyl)phenyl)ureido)-2,3,4,9-tetrahydro-1H-carbazole-5-carboxylic acid ClC1=C(C=C(C=C1)NC(NC1CCC=2NC=3C=CC=C(C3C2C1)C(=O)O)=O)C(F)(F)F